3-methyl-2-phenylvaleric acid CC(C(C(=O)O)C1=CC=CC=C1)CC